C1OCC12CC(C2)CC=2C=CC1=C(C(=C(O1)C)C(=O)NC(CO)(COC)C)C2 5-((2-oxaspiro[3.3]heptan-6-yl)methyl)-N-(1-hydroxy-3-methoxy-2-methylpropan-2-yl)-2-methylbenzofuran-3-carboxamide